(R)-3-Benzyl-6-bromo-9-(methylsulfonyl)-4-oxo-2,3,4,9-tetrahydro-1H-carbazole-3-carbonitrile C(C1=CC=CC=C1)[C@]1(CCC=2N(C3=CC=C(C=C3C2C1=O)Br)S(=O)(=O)C)C#N